(S)-4-(7-(4-chlorophenyl)-5-iodo-7H-pyrrolo[2,3-d]pyrimidin-4-yl)-3-methylpiperazine-1-carboxylic acid tert-butyl ester C(C)(C)(C)OC(=O)N1C[C@@H](N(CC1)C=1C2=C(N=CN1)N(C=C2I)C2=CC=C(C=C2)Cl)C